(3S)-3-[(2S)-1-(tert-butoxy)-3-(3-formylphenyl)-1-oxopropane-2-yl]pyrrolidine-1-carboxylic acid tert-butyl ester C(C)(C)(C)OC(=O)N1C[C@@H](CC1)[C@@H](C(=O)OC(C)(C)C)CC1=CC(=CC=C1)C=O